2'-(6-amino-5-cyanopyridin-3-yl)-N-[(1R)-1-(2-cyanophenyl)ethyl]-5',6'-dihydrospiro[azetidine-3,4'-pyrrolo[1,2-b]pyrazole]-1-carboxamide NC1=C(C=C(C=N1)C=1C=C2N(N1)CCC21CN(C1)C(=O)N[C@H](C)C1=C(C=CC=C1)C#N)C#N